6-[4-(cyclopropylmethoxy)phenyl]-N-[[2-(2-oxa-6-azaspiro[3.3]hept-6-yl)-3-pyridinyl]methyl]pyridazine-4-carboxamide C1(CC1)COC1=CC=C(C=C1)C1=CC(=CN=N1)C(=O)NCC=1C(=NC=CC1)N1CC2(COC2)C1